S1C2=C(C=C1)C(=CC=C2)N2CCN(CC2)CCCCOC2=CC=C1CCC(N(C1=C2)COC(CC(C)C)=O)=O 3-Methylbutyric acid 7-[4-(4-benzo[b]thiophen-4-ylpiperazin-1-yl)butoxy]-2-oxo-3,4-dihydro-2H-quinolin-1-ylmethyl ester